2-[(E)-2-(aminomethyl)-3-fluoro-allyl]-4-[[5-[2-[6-(dimethylamino)-3-pyridinyl]ethynyl]-2-thienyl]methyl]-1,2,4-triazol-3-one NC/C(/CN1N=CN(C1=O)CC=1SC(=CC1)C#CC=1C=NC(=CC1)N(C)C)=C\F